(S)-1-(3-(2-(1-methoxycyclopropyl)pyridin-4-yl)-1,2,4-oxadiazol-5-yl)ethan-1-amine hydrochloride Cl.COC1(CC1)C1=NC=CC(=C1)C1=NOC(=N1)[C@H](C)N